methyl-3,4-dihydro-2,7-naphthyridin CC1=NCCC2=CC=NC=C12